Methyl 5-acetamido-2-nitro-[1,1'-biphenyl]-4-carboxylate C(C)(=O)NC=1C(=CC(=C(C1)C1=CC=CC=C1)[N+](=O)[O-])C(=O)OC